NC=1C=CC(=C(C1)S(=O)(=O)NCC1=NC=CC=N1)C 5-amino-2-methyl-N-(pyrimidin-2-ylmethyl)benzenesulfonamide